ClC1=C(C=C2C(=NC(=NC2=C1)N1CCOCC1)N1CC=2C=C(C=NC2CC1)C(F)(F)F)F 4-[7-chloro-6-fluoro-4-[3-(trifluoromethyl)-7,8-dihydro-5H-1,6-naphthyridin-6-yl]quinazolin-2-yl]morpholine